C1(=CC=CC2=CC=CC=C12)B(Cl)Cl 1-naphthyl-boron dichloride